didecyldimethyl-ammonium hydrogen sulphate S(=O)(=O)(O)[O-].C(CCCCCCCCC)[N+](C)(C)CCCCCCCCCC